[Cl-].[Cl-].C(C)(C)C=1C(C2=CC=CC(=C2C1)C1=CC=C(C=C1)C(C)(C)C)[Zr+2]C1C(=CC2=C(C(=C(C(=C12)C)C)C)C1=CC=CC=C1)C (2-isopropyl-4-(p-tert-butyl-phenyl)indenyl)(2,5,6,7-tetramethyl-4-phenyl-indenyl)-zirconium dichloride